ClC=CC1C(N=C(O1)C1=CC(=C(C(=C1)Cl)C)Cl)(C)CC 5-chloroethenyl-2-(3,5-dichloro-4-methylphenyl)-4-ethyl-4-methyl-4,5-dihydrooxazole